CN(CCC1=CNC2=CC=C(C=C12)OC1OC(C(C(C1O)O)O)C)C 2-((3-(2-(dimethylamino)ethyl)-1H-indol-5-yl)oxy)-6-methyltetrahydro-2H-pyran-3,4,5-triol